NC1=NC2=C(C=3N1N=C(N3)C=3OC=CC3)C=NN2C(C(=O)NC2CCC3=CC=CC=C23)C2=CC=CC=C2 2-(5-amino-2-(furan-2-yl)-7H-pyrazolo[4,3-e][1,2,4]triazolo[1,5-c]pyrimidin-7-yl)-N-(2,3-dihydro-1H-inden-1-yl)-2-phenylacetamide